N-(6-fluoro-1-(3-(trifluoromethyl)benzyl)-1H-indol-5-yl)acrylamide FC1=C(C=C2C=CN(C2=C1)CC1=CC(=CC=C1)C(F)(F)F)NC(C=C)=O